8-(4-chloro-2-fluorophenyl)-2,3-dimethyl-6-[(2S,4R)-2-(2-methylpyrimidin-5-yl)oxan-4-yl]-3H,4H-pyrimido[5,4-d][1,3]diazin-4-one ClC1=CC(=C(C=C1)C1=NC(=NC2=C1N=C(N(C2=O)C)C)[C@H]2C[C@H](OCC2)C=2C=NC(=NC2)C)F